tert-butyl (12aR)-9-bromo-8-iodo-10-methyl-3,4,12,12a-tetrahydro-6H-pyrazino[2,1-c][1,4]benzoxazepine-2(1H)-carboxylate BrC1=C(C2=C(CN3[C@@H](CO2)CN(CC3)C(=O)OC(C)(C)C)C=C1I)C